FC1([C@@H](CN(C1)C)NC1=NN2C(C(=N1)OC)=C(C(=C2)F)C=2C=CC1=C(N(N=N1)CC(F)F)C2)F (R)-N-(4,4-Difluoro-1-methylpyrrolidin-3-yl)-5-(1-(2,2-difluoroethyl)-1H-benzo[d][1,2,3]triazol-6-yl)-6-fluoro-4-methoxypyrrolo[2,1-f][1,2,4]triazin-2-amine